Cl.FC(CN1N=CC=2C1=NC(=CN2)N2CC1(C2)CNCCC1)F 2-[1-(2,2-difluoroethyl)-1H-pyrazolo[3,4-b]pyrazin-6-yl]-2,6-diazaspiro[3.5]nonane hydrochloride